CC=1C=C(C=CC1)C1=NC(=NC(=C1)C1=CC(=CC=C1)C)[Ir]C1=NC(=CC(=N1)C1=CC(=CC=C1)C)C1=CC(=CC=C1)C bis[4,6-bis(3-methylphenyl)pyrimidinyl]iridium